COC1=CC=C(C=N1)C1=CC=2C3=C(C=NC2C=C1)N(C(N3C3=CC(=C(C=C3)N3CCNCC3)C(F)(F)F)=O)C 8-(6-methoxypyridin-3-yl)-3-methyl-1-[4-piperazin-1-yl-3-(trifluoromethyl)phenyl]imidazo[4,5-c]quinolin-2-one